C(C1=CC=CC=C1)OC(=O)N1[C@H](CN(CC1)C=1C2=C(N=C(N1)SC)CN(CC2)C(=O)OC(C)(C)C)CC#N tert-butyl (S)-4-(4-(benzyloxycarbonyl)-3-(cyanomethyl) piperazin-1-yl)-2-(methylthio)-5,6-dihydropyrido[3,4-d]pyrimidine-7(8H)-carboxylate